ClC1=CC2=C(N(C(N=C2N2[C@H](CN(CC2)C(=O)OC(C)(C)C)C)=O)C=2C(=NC=CC2C)C(C)C)N=C1C1=C(C(=CC=C1)O)F (S)-tert-butyl 4-(6-chloro-7-(2-fluoro-3-hydroxyphenyl)-1-(2-isopropyl-4-methylpyridin-3-yl)-2-oxo-1,2-dihydropyrido[2,3-d]pyrimidin-4-yl)-3-methylpiperazine-1-carboxylate